N\C(=C/C(=C)C=1C=CC2=C(C1)COC1=NC(=CC=C12)NC1C[C@H]2COC[C@@H](C1)N2)\OC (1R,5S,7s)-N-{8-[(3E)-4-amino-4-methoxybuta-1,3-dien-2-yl]-6H-isochromeno[3,4-b]pyridin-3-yl}-3-oxa-9-azabicyclo[3.3.1]nonan-7-amine